SCCC(=O)OCC(CS)S 2,3-dimercapto-1-propanol (3-mercaptopropionate)